C1(=CC=CC=C1)S(=O)(=O)N1C(=CC=2C1=NC=CC2N2CCN(CC2)C(=O)O)[Sn](CCCC)(CCCC)CCCC 4-(1-(benzenesulfonyl)-2-(tributylstannyl)-1H-pyrrolo[2,3-b]pyridin-4-yl)piperazine-1-carboxylic acid